FC(F)(F)C=1N=NC=CC1 trifluoromethyl-diazine